2-[2-[2-(5-chloro-6-piperazin-1-yl-3-pyridyl)ethynyl]phenyl]ethanamine ClC=1C=C(C=NC1N1CCNCC1)C#CC1=C(C=CC=C1)CCN